CC(C(=O)O)NC(=O)C1=CC=CC=C1 The molecule is an N-acylamino acid that is the N-benzoyl derivative of alanine. It has a role as a metabolite. It is an alanine derivative and a N-acyl-amino acid.